benzophenyl (4-((5-phenylthiazol-2-yl)amino)phenyl)carbamate C1(=CC=CC=C1)C1=CN=C(S1)NC1=CC=C(C=C1)NC(OC1=CC=CC2=C1C=CC=C2)=O